CNCC(=O)N1CCC2(CC1)CCC(CC2)N(C=2C1=C(N=CN2)NC=C1)C 2-Methylamino-1-{9-[methyl(7H-pyrrolo[2,3-d]pyrimidin-4-yl)amino]-3-azaspiro[5.5]undec-3-yl}ethanon